CC1=C(C(=O)N)C=CC(=C1)NC1=NC=CC(=C1)OC1=C(N=C(S1)C(F)(F)F)C1=CC=CC=C1 Methyl-4-((4-((4-phenyl-2-(trifluoromethyl)thiazol-5-yl)oxy)pyridin-2-yl)amino)benzamide